8-(trifluoromethoxy)dibenzo[b,f][1,4]thiazepin-11(10H)-one FC(OC1=CC2=C(SC3=C(C(N2)=O)C=CC=C3)C=C1)(F)F